C(N)(=O)C1=CC=C(C=N1)C#CCN(C(=O)[C@H]1N(S(C2(CC2)C1)(=O)=O)C1=NC(=CC(=C1)C(F)(F)F)C)C1=CC(=C(C=C1)F)C (S)-N-(3-(6-carbamoylpyridin-3-yl)prop-2-yn-1-yl)-N-(4-fluoro-3-methylphenyl)-5-(6-methyl-4-(trifluoromethyl)pyridin-2-yl)-4-thia-5-azaspiro[2.4]heptane-6-carboxamide 4,4-dioxide